butyl methyl-L-valinate CN[C@@H](C(C)C)C(=O)OCCCC